ethyl 6-[2-(1-tert-butoxycarbonyl-4-piperidyl)-1-oxo-6-isoquinolyl]-2-methyl-imidazo[1,2-b]pyridazine-8-carboxylate C(C)(C)(C)OC(=O)N1CCC(CC1)N1C(C2=CC=C(C=C2C=C1)C=1C=C(C=2N(N1)C=C(N2)C)C(=O)OCC)=O